FC=1C=C(C=C2CC(CC12)CN(CCC1CN(C(O1)=O)C1=NC2=C(OCC(N2)=O)N=C1)C)NC(=O)[C@H]1NC[C@@H](C1)O (2S,4R)-N-[7-Fluoro-2-[[methyl-[2-[2-oxo-3-(3-oxo-4H-pyrazino[2,3-b][1,4]oxazin-6-yl)oxazolidin-5-yl]ethyl]amino]methyl]indan-5-yl]-4-hydroxy-pyrrolidine-2-carboxamide